(R)-N-(3-(1-((2-amino-5-chloropyridin-3-yl)oxy)ethyl)-phenyl)-2-fluoro-5-methylbenzamide NC1=NC=C(C=C1O[C@H](C)C=1C=C(C=CC1)NC(C1=C(C=CC(=C1)C)F)=O)Cl